BrC=1C=C2C(=CN(C2=CC1)C(=O)OC(C)(C)C)NC(=O)C1CC1 tert-Butyl 5-bromo-3-cyclopropaneamidoindole-1-carboxylate